1-(13Z-docosenoyl)-2-(8Z,11Z,14Z-eicosatrienoyl)-sn-glycero-3-phosphocholine CCCCCCCC/C=C\CCCCCCCCCCCC(=O)OC[C@H](COP(=O)([O-])OCC[N+](C)(C)C)OC(=O)CCCCCC/C=C\C/C=C\C/C=C\CCCCC